N1(C=CC=C1)C=1C=C2CCN=CC2=CC1 6-(pyrrol-1-yl)-3,4-dihydroisoquinoline